2-(1-oxa-4-azaspiro(4.5)dec-4-yl)ethyl methacrylate C(C(=C)C)(=O)OCCN1CCOC12CCCCC2